(±)-1-(sec-butyl)-3-methyl-1H-pyrazole-5-carboxylic acid ethyl ester C(C)OC(=O)C1=CC(=NN1[C@H](C)CC)C |r|